O1CCC(CC1)C1=CC=CC(=N1)CN (6-(Tetrahydro-2H-pyran-4-yl)pyridin-2-yl)methanamine